1,4-dioxaspiro[4.5]dec-7-en-8-yl trifluoromethanesulfonate FC(S(=O)(=O)OC1=CCC2(OCCO2)CC1)(F)F